C(#N)C[C@H](CC(=O)NC=1SC(=C(N1)C)C(=O)OC(C)(C)C)NC(=O)C1=CC(=CC=C1)C1=NOC(=N1)C tert-butyl 2-[(3R)-4-cyano-3-{[3-(5-methyl-1,2,4-oxadiazol-3-yl) phenyl] formylamino} butyrylamino]-4-methyl-1,3-thiazole-5-carboxylate